Butane dibromide [Br-].[Br-].CCCC